C(C)SC=1OC2=C(C=C(C=C2C(C1C)=O)F)C(C)NC1=C(C(=O)OC(C)(C)C)C=CC=C1 tert-Butyl 2-[1-(2-ethyl sulfanyl-6-fluoro-3-methyl-4-oxo-chromen-8-yl)ethylamino]benzoate